CS(=O)(=O)C=1C=C(C=CC1)C1=CC=C(C=C1)N1N=NC(=C1)C1=CC=CC=C1 1-(3'-(methyl-sulfonyl)-[1,1'-biphenyl]-4-yl)-4-phenyl-1H-1,2,3-triazole